NC(CCNC1COC2=C1C=C(C=C2)C#CCNC(OC(C)(C)C)=O)=O tert-butyl (3-(3-((3-amino-3-oxopropyl)amino)-2,3-dihydrobenzofuran-5-yl)prop-2-yn-1-yl)carbamate